C1(CC1)CC1(CC(=CC=C1)N)NC 1-(cyclopropylmethyl)-N1-methylbenzene-1,3-diamine